F[C@H]1CN2CC(C[C@]2(C1)CO)(O)C (6R,7aS)-6-fluoro-7a-(hydroxymethyl)-2-methylhexahydro-1H-pyrrolizin-2-ol